2-(7-((2S,5R)-2,5-diethyl-4-(1-(pyrazin-2-yl)ethyl)piperazin-1-yl)-4-methyl-5-oxo-4,5-dihydro-2H-pyrazolo[4,3-b]pyridin-2-yl)acetonitrile C(C)[C@@H]1N(C[C@H](N(C1)C(C)C1=NC=CN=C1)CC)C=1C=2C(N(C(C1)=O)C)=CN(N2)CC#N